CO[C@H](COS(=O)(=O)C)C Methanesulfonic acid [(2S)-2-methoxypropyl] ester